CN1N=C2C=CC(=CC2=C1)C1=CC2=C(N=C(S2)C=2CC(NCC2)C)C=C1 6-(2-methyl-2H-indazol-5-yl)-2-(2-methyl-1,2,3,6-tetrahydropyridin-4-yl)-1,3-benzothiazole